OCC1CN(CCC1)C(=O)OCCCC butyl 3-(hydroxymethyl)piperidine-1-carboxylate